C(C1=CC=CC=C1)O[C@H]1[C@H](OC=C([C@H]1OCC1=CC=CC=C1)[N+](=O)[O-])COCC1=CC=CC=C1 (2R,3R,4R)-3,4-dibenzyloxy-2-(benzyloxymethyl)-5-nitro-3,4-dihydro-2H-pyran